NCC=1C=C(C=NC1)C=1C(NC=CC1)=O 5'-(aminomethyl)-[3,3'-bipyridin]-2(1H)-one